NCC(C)(C)C=1C=C(C(=O)NCC(=O)NC=2SC=C(N2)C2=CC=C3C=CN(C(C3=C2)=O)C)C=CC1 3-(1-amino-2-methylpropan-2-yl)-N-(2-((4-(2-methyl-1-oxo-1,2-dihydroisoquinolin-7-yl)thiazol-2-yl)amino)-2-oxoethyl)benzamide